ClC1=CC(=NC(=C1C#N)Cl)C(=O)NC 4,6-dichloro-5-cyano-N-methyl-pyridine-2-carboxamide